methyl 2-[1-[(1-tert-butoxycarbonyl-4-piperidyl)oxycarbonyl]-4-piperidyl]-6-isopropoxy-indazole-5-carboxylate C(C)(C)(C)OC(=O)N1CCC(CC1)OC(=O)N1CCC(CC1)N1N=C2C=C(C(=CC2=C1)C(=O)OC)OC(C)C